ethyl p-[2-[(2r,3r,4r,5s)-3,4,5-trihydroxy-2-(hydroxymethyl) piperidino] ethoxy]-benzoate O[C@@H]1[C@H](N(C[C@@H]([C@H]1O)O)CCOC1=CC=C(C(=O)OCC)C=C1)CO